Bis(4-(3-aminophenoxy) phenyl) Sulfone NC=1C=C(OC2=CC=C(C=C2)S(=O)(=O)C2=CC=C(C=C2)OC2=CC(=CC=C2)N)C=CC1